6-fluoro-N-methyl-N-(4-propylbenzyl)-2H-benzopyran-3-carboxamide FC=1C=CC2=C(C=C(CO2)C(=O)N(CC2=CC=C(C=C2)CCC)C)C1